8-ethynyl-7-fluoronaphthol C(#C)C=1C(=CC=C2C=CC=C(C12)O)F